2-((2s,3s,4s)-5-chloro-6-fluoro-2-((((cis)-4-hydroxy-4-methylcyclohexyl)amino)methyl)-3-methyl-2-phenyl-2,3-dihydrobenzofuran-4-yl)-3-fluoro-4-(2-methoxyethoxy)benzamide ClC=1C(=CC2=C([C@@H]([C@](O2)(C2=CC=CC=C2)CNC2CCC(CC2)(C)O)C)C1C1=C(C(=O)N)C=CC(=C1F)OCCOC)F